3-methyl-1-(3-methylpyridin-2-yl)-1H-pyrazol-5-ol CC1=NN(C(=C1)O)C1=NC=CC=C1C